FC=1C=C(C=C(C1)N1C[C@H](OCC1)C)NC(C1=C(N=C(C=C1)NC(CO)(C)C)N1CCC2(CC2)CC1)=O (R)-N-(3-fluoro-5-(2-methylmorpholino)phenyl)-6-((1-hydroxy-2-methylpropan-2-yl)amino)-2-(6-azaspiro[2.5]oct-6-yl)nicotinamide